C(CCCCCC\C=C\C)(=O)O trans-8-decenoic acid